C1(=CC=CC=C1)S(=O)(=O)C1=COC=C1 3-(phenylsulfonyl)furan